4-((adamantan-1-yl)amino)-N-(3-(2,4-dioxotetrahydropyrimidin-1(2H)-yl)phenyl)butanamide C12(CC3CC(CC(C1)C3)C2)NCCCC(=O)NC2=CC(=CC=C2)N2C(NC(CC2)=O)=O